[2-[(dimethylamino)methyl]morpholin-4-yl]-[4-[[3-(3-fluoro-4-methoxyphenyl)imidazo[1,2-a]pyrazin-8-yl]amino]-2-methylphenyl]methanone ricinoleyl-pentacosanoate C(CCCCCCC\C=C/C[C@H](O)CCCCCC)OC(CCCCCCCCCCCCCCCCCCCCCCCC)=O.CN(C)CC1CN(CCO1)C(=O)C1=C(C=C(C=C1)NC=1C=2N(C=CN1)C(=CN2)C2=CC(=C(C=C2)OC)F)C